C(C1=CC=CC=C1)OC=1C=CC(=C2C=CC(NC12)=O)C1OC1 8-(benzyloxy)-5-(oxiran-2-yl)quinolin-2(1H)-one